CC1=C(C=CC(=C1)C(=C2C=CC(=NC3=CC=CC=C3S(=O)(=O)[O-])C=C2)C4=CC=C(C=C4)NC5=CC=CC=C5)N.[Na+] The molecule is an organic sodium salt having 2-(4-{(4-amino-3-methylphenyl)[4-(phenylimino)cyclohexa-2,5-dien-1-ylidene]methyl}anilino)benzene-1-sulfonate as the counterion. It is used for staining elastic fibres. It has a role as a histological dye and a fluorochrome. It is an organic sodium salt and an organosulfonate salt. It contains a 2-(4-{(4-amino-3-methylphenyl)[4-(phenylimino)cyclohexa-2,5-dien-1-ylidene]methyl}anilino)benzene-1-sulfonate.